6-(4-(4-isopropylpiperazin-1-yl)phenyl)-1-methyl-2-(4-(methylsulfonyl)phenyl)-N-(6-morpholinopyridazin-3-yl)-1H-benzo[d]imidazol-4-amine C(C)(C)N1CCN(CC1)C1=CC=C(C=C1)C=1C=C(C2=C(N(C(=N2)C2=CC=C(C=C2)S(=O)(=O)C)C)C1)NC=1N=NC(=CC1)N1CCOCC1